C(C)(=O)C1=C(C2=C(N=C(N=C2)NC2=CC=C(C=N2)N2CCN(CC2)CC=2C=C(C=CC2)NC2C(NC(CC2)=O)=O)N(C1=O)C1CCCC1)C 3-((3-((4-(6-((6-acetyl-8-cyclopentyl-5-methyl-7-oxo-7,8-dihydropyrido[2,3-d]pyrimidin-2-yl)amino)pyridin-3-yl)piperazin-1-yl)methyl)phenyl)amino)piperidine-2,6-dione